tris(isopropylcyclopentadienyl)scandium C(C)(C)C1(C=CC=C1)[Sc](C1(C=CC=C1)C(C)C)C1(C=CC=C1)C(C)C